azabicyclo[3.1.0]hexanone C1CC(=O)N2C1C2